N1=CC=C(C=C1)OC1CC(C1)C(=O)O 3-(pyridin-4-yloxy)cyclobutane-1-carboxylic acid